FC1=C(C(=CC=C1CN1CC(CCC1)OC)F)N1N=C(C=2C1=CN=CC2)C=2C=NN(C2)C (2,6-difluoro-3-((3-methoxypiperidin-1-yl)methyl)phenyl)-3-(1-methyl-1H-pyrazol-4-yl)-1H-pyrazolo[3,4-c]pyridine